ClC1=C(C=C(C=2C(CCC12)C1CC1)C#N)F 7-chloro-3-cyclopropyl-6-fluoro-2,3-dihydro-1H-indene-4-carbonitrile